(3S)-2-chloro-3-hydroxy-3-(4-methoxyphenyl)propionic acid methyl ester COC(C([C@H](C1=CC=C(C=C1)OC)O)Cl)=O